C(C)(C)(C)OC(=O)N1[C@H](CN(CC1)C(=O)OCC1=CC=CC=C1)C(N(C)OC)=O (2R)-2-[methoxy(methyl)carbamoyl]Piperazine-1,4-dicarboxylic acid 4-benzyl ester 1-tert-butyl ester